ClC1=CC(=C(C(=C1)F)NC=1N(C2=NC(=NC=C2N1)N[C@H]1C[C@H](CCC1)O)C1CCC(CC1)C(=O)N)F (1S,4s)-4-(8-(4-chloro-2,6-difluorophenylamino)-2-((1R,3S)-3-hydroxycyclohexylamino)-9H-purin-9-yl)cyclohexanecarboxamide